5,8-dihydro-6H-pyrano[3,4-b]pyridine-2-carboxylic acid N1=C2C(=CC=C1C(=O)O)CCOC2